(S)-N-(3-(3'-Chloro-6-(difluoromethoxy)-5-((((5-oxopyrrolidin-2-yl)methyl)amino)methyl)-[2,4'-bipyridin]-2'-yl)-2-methylphenyl)-5-(((2-hydroxyethyl)amino)methyl)picolinamide ClC=1C(=NC=CC1C1=NC(=C(C=C1)CNC[C@H]1NC(CC1)=O)OC(F)F)C=1C(=C(C=CC1)NC(C1=NC=C(C=C1)CNCCO)=O)C